1-{6-[(3S)-3-{[(tert-butoxy)carbonyl]amino}-1,3-dihydrospiro[indene-2,4'-piperidin]-1'-yl]-1-(oxan-2-yl)-1H-pyrazolo[3,4-b]pyrazin-3-yl}-1,2,3,4-tetrahydroquinolin-6-yl acetate C(C)(=O)OC=1C=C2CCCN(C2=CC1)C1=NN(C2=NC(=CN=C21)N2CCC1(CC2)CC2=CC=CC=C2[C@H]1NC(=O)OC(C)(C)C)C1OCCCC1